ClC=1C=C2CN3C(=NC=4C(=CC(=CC4C3=O)C)[C@@H](C)N[S@](=O)C(C)(C)C)C2=CC1 (R)-N-((R)-1-(2-chloro-8-methyl-10-oxo-10,12-dihydroisoindolo[1,2-b]quinazolin-6-yl)ethyl)-2-methylpropane-2-sulfinamide